N1=C(C=CC=C1)CNS(=O)(=O)C1=C(C=C(C=C1C)C)C N-(2-picolyl)mesitylenesulfonamide